C(C)(C)(C)OC(=O)NC(CCC(=O)O)CCC(=O)O 4-((tert-butoxycarbonyl)amino)pimelic acid